(3-methylbutoxy)-2-propenol acetate C(C)(=O)OC(C=C)OCCC(C)C